P(=O)(OC(C)(C)C)([O-])F methylisopropyl (S)-fluorophosphate